C(=O)C1=NC(=CC=C1N1CCN(CC1)C(=O)OC(C)(C)C)C(NC)=O tert-butyl 4-[2-formyl-6-(methylcarbamoyl)-3-pyridyl]piperazine-1-carboxylate